C(C)(C)(C)OC(=O)N1CCC(CC1)(C1=CC=CC=C1)OC(=O)N[C@H](C(=O)O)CC1CCCCC1 (S)-2-((((1-(tert-butoxycarbonyl)-4-phenylpiperidin-4-yl)oxy)carbonyl)amino)-3-cyclohexylpropanoic acid